N-(6-(4-((1-cyclopropyl-1H-tetrazol-5-yl)methyl)piperazin-1-yl)-2-ethylimidazo[1,2-a]pyridin-3-yl)-4-(4-fluorophenyl)-N-methylthiazol-2-amine C1(CC1)N1N=NN=C1CN1CCN(CC1)C=1C=CC=2N(C1)C(=C(N2)CC)N(C=2SC=C(N2)C2=CC=C(C=C2)F)C